CC1=NC(=CC(=C1)C=1NC2=CC=C(C=C2C1C(C)C)C1CCN(CC1)C(CN1N=NN=C1)=O)C 1-(4-(2-(2,6-dimethylpyridin-4-yl)-3-isopropyl-1H-indol-5-yl)piperidin-1-yl)-2-(1H-tetrazol-1-yl)ethan-1-one